Dimethyl-diethylene glycol CC(COCCO)(C)O